2-((2-((7-chloro-1-hydroxy-1,3-dihydrobenzo[c][1,2]oxaborol-5-yl)amino)-5-methylpyrimidin-4-yl)amino)cyclopentane-1-carbonitrile ClC1=CC(=CC2=C1B(OC2)O)NC2=NC=C(C(=N2)NC2C(CCC2)C#N)C